[1,3]diazepin-6-one N=1C=NC=CC(C1)=O